C(C)(C)(CC)C1C(CCCC1)(OC)OO tert-amyl-peroxyl-methoxycyclohexane